((2-(1-((tert-Butoxycarbonyl)(3-(6-methoxy-3-nitropyridin-2-yl)propyl)-amino)ethyl)-4-fluorophenyl)amino)-5-fluoro-4-(trifluoromethyl)benzoic acid C(C)(C)(C)OC(=O)N(C(C)C1=C(C=CC(=C1)F)NC1=C(C(=O)O)C=C(C(=C1)C(F)(F)F)F)CCCC1=NC(=CC=C1[N+](=O)[O-])OC